tert-butyl (3S,4R)-3-[[1-[6-(3-cyano-5-methyl-pyrazol-1-yl)-5-[(2,4-dimethoxyphenyl)methylcarbamoyl]-2-pyridyl]benzimidazol-5-yl]amino]-4-fluoro-pyrrolidine-1-carboxylate C(#N)C1=NN(C(=C1)C)C1=C(C=CC(=N1)N1C=NC2=C1C=CC(=C2)N[C@H]2CN(C[C@H]2F)C(=O)OC(C)(C)C)C(NCC2=C(C=C(C=C2)OC)OC)=O